FC=1C(=CC=2C3=C(N=C(C2C1)OC)COCC3N(C)[C@H](C)C3=CC=C(C=C3)OC)F 8,9-Difluoro-6-methoxy-N-((R)-1-(4-methoxyphenyl)ethyl)-N-methyl-1,4-dihydro-2H-pyrano[3,4-c]isoquinolin-1-amine